FC(CO[C@H]1CC[C@H](CC1)NC=1N=C(C2=C(N1)NC=C2C=2C=CC=1N(C2)C=CN1)OC)F N-(cis-4-(2,2-Difluoroethoxy)cyclohexyl)-5-(imidazo[1,2-a]pyridin-6-yl)-4-methoxy-7H-pyrrolo[2,3-d]pyrimidin-2-amine